N-butylbutaneamide C(CCC)NC(CCC)=O